2-(6-methyl-2-pyridyl)-6-[[2-(4-morpholinoanilino)pyrimidin-4-yl]amino]pyridine-3-carbonitrile CC1=CC=CC(=N1)C1=NC(=CC=C1C#N)NC1=NC(=NC=C1)NC1=CC=C(C=C1)N1CCOCC1